C12CN(CC(CC1)N2)CC2=C1CN(C(C1=CC=C2)=O)C2CNCCC2 3-(4-((3,8-diazabicyclo[3.2.1]octan-3-yl)methyl)-1-oxoisoindoline-2-yl)piperidine